NC1=NC2=CC(=CC=C2C=C1F)C[C@H]1[C@H]2C[C@H]([C@@H]([C@]2(CC1)O)O)N1C=C(C2=C1N=CN=C2N)C (1S,2R,3aR,4S,6aR)-4-((2-amino-3-fluoroquinolin-7-yl)methyl)-2-(4-amino-5-methyl-7H-pyrrolo[2,3-d]pyrimidin-7-yl)hexahydropentalene-1,6a(1H)-diol